OC[C@@H](C)NC(=O)C1=CC=C2C(=CC(=NC2=C1)C1=CC=C(C=C1)C(F)(F)F)COC (R)-N-(1-hydroxypropan-2-yl)-4-(methoxymethyl)-2-(4-(trifluoromethyl)phenyl)quinoline-7-carboxamide